[C@H]1(CC[C@H](CC1)C(=O)OCC)C(=O)OCC diethyl trans-1,4-cyclohexanedicarboxylate